N,N'-bis(3-methylphenyl)-N,N'-diphenyl-biphenyl-4,4'-diamine CC=1C=C(C=CC1)N(C1=CC=C(C=C1)C1=CC=C(C=C1)N(C1=CC=CC=C1)C1=CC(=CC=C1)C)C1=CC=CC=C1